4-((1-(3-(8-fluoro-1-oxo-1,2-dihydroisoquinolin-3-yl)propionyl)piperidin-4-yl)(methyl)amino)benzonitrile FC=1C=CC=C2C=C(NC(C12)=O)CCC(=O)N1CCC(CC1)N(C1=CC=C(C#N)C=C1)C